N-[3-(4-amino-7-methyl-7H-pyrrolo[2,3-d]pyrimidin-5-yl)-2-fluoro-phenyl]-3-chloro-4-methoxy-benzenesulfonamide NC=1C2=C(N=CN1)N(C=C2C=2C(=C(C=CC2)NS(=O)(=O)C2=CC(=C(C=C2)OC)Cl)F)C